Cl.N1CC(C1)C1=NN(C(=C1)NCC=1SC(=CC1)Cl)C(C1=C(C=CC=C1)OC)=O 3-(Azetidin-3-yl)-N-[(5-chlorothiophen-2-yl)methyl]-1-(2-methoxybenzoyl)-1H-pyrazol-5-amin hydrochlorid